C1(CC1)N(CCC(C(=O)O)NC(C(C)(C)C1=CC=C(C=C1)F)=O)CCCCC1=NC=2NCCCC2C=C1 4-[cyclopropyl-[4-(5,6,7,8-tetrahydro-1,8-naphthyridin-2-yl)butyl]amino]-2-[[2-(4-fluorophenyl)-2-methyl-propanoyl]amino]butanoic acid